2-(3,4-difluorophenyl)-5-(3-hydroxy-3-(pyridin-2-yl)piperidin-1-yl)isonicotinaldehyde FC=1C=C(C=CC1F)C=1C=C(C=O)C(=CN1)N1CC(CCC1)(C1=NC=CC=C1)O